(4-((3R,4S)-3-cyano-3-cyclopropyl-4-methyl-2-oxopyrrolidin-1-yl)pyrrolo[1,2-b]pyridazin-6-yl)boronic acid C(#N)[C@@]1(C(N(C[C@H]1C)C=1C=2N(N=CC1)C=C(C2)B(O)O)=O)C2CC2